(1S,2S)-N-(8-amino-6-(4-methyl-2-phenylpyridin-3-yl)isoquinolin-3-yl)-2-(1-methyl-1H-pyrazol-4-yl)cyclopropane-1-carboxamide NC=1C=C(C=C2C=C(N=CC12)NC(=O)[C@@H]1[C@H](C1)C=1C=NN(C1)C)C=1C(=NC=CC1C)C1=CC=CC=C1